C(C)(=O)C1=C(C=C(C=C1)Cl)C1=CC(N(C=C1OC)C(C(=O)NC1=CC=C(C(=O)O)C=C1)CCCC)=O 4-(2-(4-(2-acetyl-5-chlorophenyl)-5-methoxy-2-oxopyridin-1(2H)-yl)hexanamido)benzoic acid